CC=1OC(=CN1)C(=O)N methyloxazole-5-carboxamide